2-(5-chloro-2-(isobutyryloxy)-3-(3-methylbenzoyloxy)benzylideneamino)-3-(4-hydroxyphenyl)propanoic acid ClC=1C=C(C(=C(C=NC(C(=O)O)CC2=CC=C(C=C2)O)C1)OC(C(C)C)=O)OC(C1=CC(=CC=C1)C)=O